FC(S(=O)(=O)OC1=C(C=CC=C1)C1=C(C=CC=C1C)OCC1=CC=CC=C1)(F)F 2'-(Benzyloxy)-6'-methyl-[1,1'-biphenyl]-2-yl trifluoromethanesulfonate